C(C)OC(=C)C1(C2=CCN([C@H]3[C@H](O)[C@H](O)[C@@H](CO)O3)C2=NC=N1)N 6-(1-ethoxyvinyl)-7-deazaadenosine